OC1=NOC2=C(C=C1)C=CC(=C2O)CN2CCC(CC2)C2=C(C=CC=C2)O 3,9-dihydroxy-8-((4-(2-hydroxyphenyl)piperidin-1-yl)methyl)benzo[5,6]oxazepin